piperazin-1-ylprop-2-en-1-one N1(CCNCC1)C(C=C)=O